C(C1=CC=CC=C1)ON O-benzyl-hydroxyl-amine